[I-].CSC=1SCC2[N+]1CCCC2 3-(methylthio)-1,5,6,7,8,8a-hexahydrothiazolo[3,4-a]pyridin-4-ium iodide